(1R,5S,6s)-6-((1-(4-isopropoxyphenyl)-3-methoxy-3-oxopropyl)amino)-3-azabicyclo[3.1.0]Hexane-3-carboxylate C(C)(C)OC1=CC=C(C=C1)C(CC(=O)OC)NC1[C@@H]2CN(C[C@H]12)C(=O)[O-]